(Z)-2-(6-((2,4-Dimethoxybenzyl)amino)-5-methoxypyrimidin-4-yl)-3-(dimethylamino)acrylonitrile COC1=C(CNC2=C(C(=NC=N2)/C(/C#N)=C/N(C)C)OC)C=CC(=C1)OC